C(C=C)(=O)OCCCCC[SiH2]C(I)I acryloxypentyldiiodomethylsilane